Cl.Cl.O1C=C(C=C1)C1=CC2=C(C=N1)C(CN2C(CN2[C@H](CN[C@@H](C2)C)COC)=O)(C)C 1-[6-(Furan-3-yl)-3,3-dimethyl-1H,2H,3H-pyrrolo[3,2-c]pyridin-1-yl]-2-[(2R,5R)-2-(methoxymethyl)-5-methylpiperazin-1-yl]ethan-1-one dihydrochloride